1-(2-methyl-5-(2-((1-((1-methyl-1H-pyrazol-4-yl)sulfonyl)piperidin-4-yl)amino)-5-(trifluoromethyl)pyrimidin-4-yl)thiophen-3-yl)ethan-1-one CC=1SC(=CC1C(C)=O)C1=NC(=NC=C1C(F)(F)F)NC1CCN(CC1)S(=O)(=O)C=1C=NN(C1)C